(S)-2-ethylhexane-1,2-diol C(C)[C@@](CO)(CCCC)O